2-Amino-5-[(3-chlorophenyl)sulfanyl]isonicotinic acid NC=1C=C(C(=O)O)C(=CN1)SC1=CC(=CC=C1)Cl